CS(=O)(=O)O.NC(=N)N guanidine methanesulphonate